1,4-dihydro-1,2,4-triazol-5-one N1N=CNC1=O